C1(=CC=CC=C1)C1(N(CCC2=CC=CC=C12)C)C#N 1-phenyl-1-cyano-2-methyl-1,2,3,4-tetrahydroisoquinoline